8-(2-chloro-6-nitro-phenyl)-8-azabicyclo[3.2.1]octane ClC1=C(C(=CC=C1)[N+](=O)[O-])N1C2CCCC1CC2